ClC=1C=C2C(=CN=C(C2=CN1)N1[C@@H](CC1)C)C1=COCC1 (R)-6-chloro-4-(4,5-dihydrofuran-3-yl)-1-(2-methylazetidin-1-yl)-2,7-naphthyridine